4-(8-fluoro-3,4-dihydro-2H-1,4-benzoxazin-4-yl)cyclohexan-1-one FC1=CC=CC=2N(CCOC21)C2CCC(CC2)=O